C1(=CC=CC=C1)C1=CN=C(N1)C1=NC=CC(=C1)C=1C=NC(=CC1)N1CCOCC1 4-(2'-(5-Phenyl-1H-imidazol-2-yl)-3,4'-bipyridin-6-yl)morpholin